Cl.Cl.C(C1=CC=CC=C1)N1C2C(C(C1)=O)CNC2 1-benzylhexahydropyrrolo[3,4-b]pyrrol-3(2H)-one dihydrochloride